N-(2-amino-5-(6-(tert-butylsulfonyl)-7-methoxyimidazo[1,2-a]pyridin-3-yl)pyridin-3-yl)-N-(propylsulfonyl)propane-1-sulfonamide NC1=NC=C(C=C1N(S(=O)(=O)CCC)S(=O)(=O)CCC)C1=CN=C2N1C=C(C(=C2)OC)S(=O)(=O)C(C)(C)C